NCCCCNC(OC(C)(C)C)=O tert-butyl (4-aminobutyl)-carbamate